((3,5-bis(bromomethyl)benzyl)oxy)(t-butyl)diphenylsilane BrCC=1C=C(CO[Si](C2=CC=CC=C2)(C2=CC=CC=C2)C(C)(C)C)C=C(C1)CBr